CC1(OCCN(C1)CC=1C=NC=NC1)C 5-((2,2-dimethylmorpholino)methyl)pyrimidin